(S)-4-(2-(1-(2-hydroxy-2-methylpropyl)-1H-pyrazol-4-yl)-4-(3-phenylmorpholino)quinazolin-6-yl)-6-methyl-1,6-dihydro-7H-pyrrolo[2,3-c]pyridin-7-one OC(CN1N=CC(=C1)C1=NC2=CC=C(C=C2C(=N1)N1[C@H](COCC1)C1=CC=CC=C1)C=1C2=C(C(N(C1)C)=O)NC=C2)(C)C